FC1=C(C=C(C=C1)OC1=NC(=CC=C1)C1=C(C(=CC=C1)O)F)NNS(=O)=O N-(2-fluoro-5-{[6-(2-fluoro-3-hydroxyphenyl)pyridin-2-yl]oxy}phenyl)aminosulfonamide